N-Methylnitrophthalimide CN1C(C=2C(C1=O)=C(C=CC2)[N+](=O)[O-])=O